1,2-di-(4Z-octadecenoyl)-sn-glycero-3-phosphocholine CCCCCCCCCCCCC/C=C\CCC(=O)OC[C@H](COP(=O)([O-])OCC[N+](C)(C)C)OC(=O)CC/C=C\CCCCCCCCCCCCC